2,2-bis(2-aminoethoxy)propane dihydrochloride Cl.Cl.NCCOC(C)(C)OCCN